2-(4-aminopyrrolo[2,1-f][1,2,4]triazin-7-yl)-3,4-bis(benzyloxy)-5-((benzyloxy)methyl)tetrahydrofuran-2-nitrile NC1=NC=NN2C1=CC=C2C2(OC(C(C2OCC2=CC=CC=C2)OCC2=CC=CC=C2)COCC2=CC=CC=C2)C#N